2-((6R)-6-amino-2,2-difluorocyclohexyl)-5-chloro-3-(prop-1-yn-1-yl)-N-(thiophen-2-ylmethyl)thieno[3,2-b]pyridin-7-amine N[C@@H]1CCCC(C1C1=C(C2=NC(=CC(=C2S1)NCC=1SC=CC1)Cl)C#CC)(F)F